C[C@@H]1CN(CC2N1CC[C@H](C2)C2=CC=C(C=C2)N2CCNCC2)C2=C1C=CC=NC1=C(C=C2)C#N 5-[(4R,8R)-4-methyl-8-(4-piperazin-1-ylphenyl)-1,3,4,6,7,8,9,9a-octahydropyrido[1,2-a]pyrazin-2-yl]quinoline-8-carbonitrile